COCCN1C(N(C2=CC=C(C=C2C1=O)[N+](=O)[O-])CCCN1CCCCC1)=O 3-(2-methoxyethyl)-6-nitro-1-(3-(piperidin-1-yl)propyl)quinazoline-2,4(1H,3H)-dione